ClC=1C(=CC2=C(N(C(N=C2NC2CN(C2)S(=O)(=O)C2=C(C(=C(C(=C2C(F)(F)F)F)F)F)F)=O)C=2C(=NC=CC2C)C(C)C)N1)F 7-chloro-6-fluoro-1-(2-isopropyl-4-methylpyridin-3-yl)-4-((1-((2,3,4,5-tetrafluoro-6-(trifluoromethyl)phenyl)sulfonyl)azetidin-3-yl)amino)pyrido[2,3-d]pyrimidin-2(1H)-one